C(C)(C)(C)OC(=O)N1C[C@@H]2COC3=C(C(N2CC1)=O)C=CC(=C3Cl)C3=C1C=NNC1=CC=C3C (12aR)-10-chloro-9-(5-methyl-1H-indazol-4-yl)-6-oxo-3,4,12,12a-tetrahydro-6H-pyrazino[2,1-c][1,4]benzoxazepine-2(1H)-carboxylic acid tert-butyl ester